5-benzyl-2,2-dimethyl-N-pentyl-4-(1-piperidinyl)piperidine-1-carboxamide C(C1=CC=CC=C1)C1C(CC(N(C1)C(=O)NCCCCC)(C)C)N1CCCCC1